Methyl carbonat C(OC)([O-])=O